COCCOC1=CC=C(C=C1)/C(=C(/C=1C=C2C=NN(C2=CC1)C1OCCCC1)\C1=CC=C(C=C1)/C=C/C(=O)OCC)/CC (E)-Ethyl 3-(4-((E)-2-(4-(2-methoxyethoxy)phenyl)-1-(1-(tetrahydro-2H-pyran-2-yl)-1H-indazol-5-yl)but-1-en-1-yl)phenyl)acrylate